(3-(pyrrolidin-1-yl)phenyl)carbamic acid 3-fluoro-5-formyl-4-hydroxybenzyl ester FC=1C=C(COC(NC2=CC(=CC=C2)N2CCCC2)=O)C=C(C1O)C=O